Diphenylpiperidinomethyl Iodide C1(=CC=CC=C1)C(N1CCCCC1)(C1=CC=CC=C1)I